ClC=1C=C(C=CC1)[C@@H](CO)NC(=O)C1=CN(C=C1)C1=NC(=NC=C1C)N[C@@H]1COCC1 N-((S)-1-(3-chlorophenyl)-2-hydroxyethyl)-1-(5-methyl-2-(((S)-tetrahydrofuran-3-yl)amino)pyrimidin-4-yl)-1H-pyrrole-3-carboxamide